C/C(=C/CO)/CC\C=C(\CCC=C(C)C)/C (2Z,6E)-3,7,11-trimethyl-2,6,10-dodecatrien-1-ol